C1(CCC1)C(C)OC=1SC(=C2C1CC([C@H]2O)(F)F)S(=O)(=O)C (4S)-1-(1-Cyclobutylethoxy)-5,5-difluoro-3-methanesulfonyl-4H,5H,6H-cyclopenta[c]thiophen-4-ol